4-{5-[1-(cyclopropylmethyl)-1H-pyrazol-4-yl]-2-{decahydropyrrolo[3,4-d]azepin-6-yl}-1,3-thiazol-4-yl}benzonitrile C1(CC1)CN1N=CC(=C1)C1=C(N=C(S1)N1CCC2C(CC1)CNC2)C2=CC=C(C#N)C=C2